C[C@H]1N(CCCC1)C(=O)O (R)-2-methylpiperidine-1-carboxylic acid